(R)-(4-(4-amino-6-(2-ethynyl-4-methylpyrimidin-5-yl)-7-methyl-7H-pyrrolo[2,3-d]pyrimidin-5-yl)cyclohex-3-en-1-yl)(pyrrolidin-1-yl)methanone NC=1C2=C(N=CN1)N(C(=C2C2=CC[C@@H](CC2)C(=O)N2CCCC2)C=2C(=NC(=NC2)C#C)C)C